(trans)-2-(4-(di(carboxymethyl)amino)styryl)-1,3,3-trimethyl-3H-indole C(=O)(O)CN(C1=CC=C(/C=C/C2N(C3=CC=CC=C3C2(C)C)C)C=C1)CC(=O)O